C(C)(C)(C)N tertiarybutyl-amine